FC1(COC1)C=NS(=O)C(C)(C)C N-((3-fluorooxetan-3-yl)methylene)-2-methylpropane-2-sulfinamide